NC=1C2=C(N=CN1)C(=NC(=C2)NC(C)C)C=2C(=C(C=CC2C)O)C (S)-3-[4-amino-6-(isopropylamino)pyrido[3,4-d]pyrimidin-8-yl]-2,4-dimethylphenol